(4S,5S)-4,5-diiodo-2,2-dimethyl-1,3-dioxolane I[C@@H]1OC(O[C@H]1I)(C)C